C1(CC(C)O1)=O.[Co] cobalt (3-butyrolactone)